FC1=C(C(=C(C(=C1[B-](C1=C(C(=C(C(=C1F)F)F)F)F)(C1=C(C(=C(C(=C1F)F)F)F)F)C1=C(C(=C(C(=C1F)F)F)F)F)F)F)F)F.C1C=CC=C1.[CH-]1C=CC=C1.[Fe+2] Ferrocenium tetrakis(pentafluorophenyl)borate